(S)-7-(1-acryloylpiperidin-4-yl)-2-(4-phenoxyphenyl)-4,5,6,7-tetra-hydropyrazolo[1,5-a]pyrimidine-3-carboxamide C(C=C)(=O)N1CCC(CC1)[C@@H]1CCNC=2N1N=C(C2C(=O)N)C2=CC=C(C=C2)OC2=CC=CC=C2